Cl.Cl.FC(C)(F)C=1C=CC(=NC1)C1C(CNCC1)C 5-(1,1-difluoroethyl)-2-(3-methyl-4-piperidinyl)pyridine dihydrochloride